4'-(6-Chloro-7-methoxy-2-methyl-4-oxo-1,4-dihydroquinolin-3-yl)-2-methoxy-[1,1'-biphenyl]-4-carbonitrile ClC=1C=C2C(C(=C(NC2=CC1OC)C)C1=CC=C(C=C1)C1=C(C=C(C=C1)C#N)OC)=O